(4-bromo-2-nitrophenoxy)ethan-1-ol BrC1=CC(=C(OC(C)O)C=C1)[N+](=O)[O-]